((S)-3-(benzo[d][1,3]dioxol-5-yl)-2-(dimethylamino)propyl)-3-benzylurea O1COC2=C1C=CC(=C2)C[C@@H](CNC(=O)NCC2=CC=CC=C2)N(C)C